tert-Butyl 4-(2-((6-bromobenzo[d]thiazol-2-yl)amino) ethyl)piperidine-1-carboxylate BrC1=CC2=C(N=C(S2)NCCC2CCN(CC2)C(=O)OC(C)(C)C)C=C1